N1=NC=C2N1C=CC(=C2)C=O Triazolo[1,5-a]Pyridine-5-carboxaldehyde